BrN1C(=O)N(C(=O)NC1=O)Br N,N'-dibromoisocyanuric acid